FC1=C(C=CC(=C1C(=O)C1=NNC2=NC=C(C=C21)C2=CC=C(C=C2)C(F)(F)F)F)NS(=O)(=O)CCC N-(2,4-difluoro-3-(5-(4-(trifluoromethyl)phenyl)-1H-pyrazolo[3,4-b]pyridine-3-carbonyl)-phenyl)propane-1-sulfonamide